butane-1,4-diylbis(4-(4-((perfluorobutyl) sulfonyl) piperazine-1-carbonyl) benzoate) C(CCCC1=C(C(=O)[O-])C=CC(=C1)C(=O)N1CCN(CC1)S(=O)(=O)C(C(C(C(F)(F)F)(F)F)(F)F)(F)F)C1=C(C(=O)[O-])C=CC(=C1)C(=O)N1CCN(CC1)S(=O)(=O)C(C(C(C(F)(F)F)(F)F)(F)F)(F)F